[3-amino-1-hydroxy-1-[hydroxy (oxy) phosphoryl] propyl]-hydroxyphosphinate NCC(C(=P(=O)OO)O)P([O-])(=O)O